ClC1=C(C=CC=C1N)C1=C(C=CC(=C1)N)Cl 2,2'-dichloro-3,5'-diaminobiphenyl